Mono-(2-ethylhexyl) phthalate C(C=1C(C(=O)[O-])=CC=CC1)(=O)OCC(CCCC)CC